[(2R,3S,4R,5R)-5-(4-Aminopyrrolo[2,1-f][1,2,4]triazin-7-yl)-5-cyano-3,4-dihydroxy-tetrahydrofuran-2-yl]methyl 2-hexadecoxyethyl hydrogen phosphate P(=O)(OC[C@H]1O[C@@]([C@@H]([C@@H]1O)O)(C#N)C1=CC=C2C(=NC=NN21)N)(OCCOCCCCCCCCCCCCCCCC)O